CC1(CN(CCN1C(=O)C1=CNC(C=C1)=O)[C@@H](C(=O)NC1=NC=C(C=C1)OC1=NC=C(C=C1)F)C)C (R)-2-(3,3-dimethyl-4-(6-oxo-1,6-dihydropyridine-3-carbonyl)piperazin-1-yl)-N-(5-((5-fluoropyridin-2-yl)oxy)pyridin-2-yl)propanamide